tert-butyl 2-((3-amino-2-oxopyridin-1(2H)-yl)methyl)-7-((2,4-difluorobenzyl) oxy)-1H-indole-1-carboxylate NC=1C(N(C=CC1)CC=1N(C2=C(C=CC=C2C1)OCC1=C(C=C(C=C1)F)F)C(=O)OC(C)(C)C)=O